N-(8-[{4-(trifluoromethyl)cyclohexyl}methoxy]quinolin-5-yl)acrylamide FC(C1CCC(CC1)COC=1C=CC(=C2C=CC=NC12)NC(C=C)=O)(F)F